tert-Butyl 3-(3-(4-(3,5-dimethyl-3H-1,2,3-triazol-4-yl)-5-methyl-6-(tetrahydro-2H-pyran-4-ylamino)pyrimidin-2-yl)phenoxy)-2-hydroxypropyl(methyl)carbamate CN1N=NC(=C1C1=NC(=NC(=C1C)NC1CCOCC1)C=1C=C(OCC(CN(C(OC(C)(C)C)=O)C)O)C=CC1)C